C(CCCCCCCCCCCC)P(OCCCCCCCC)(OCCCCCCCC)([O-])CCCCCCCCCCCCC.C(CCCCCCCCCCCC)P(OCCCCCCCC)(OCCCCCCCC)([O-])CCCCCCCCCCCCC tetraoctyl bis(ditridecylphosphite)